(R)-3-(isoquinolin-4-yl)-1-(2-methoxypyridin-4-yl)-2-oxoimidazoline-4-carbonitrile C1=NC=C(C2=CC=CC=C12)N1C(N(C[C@@H]1C#N)C1=CC(=NC=C1)OC)=O